BrC(C=1C=C(C(=O)OC)C=C(C1)Cl)(F)F methyl 3-(bromodifluoromethyl)-5-chlorobenzoate